N-[1-[5-bromo-2-[5-(difluoromethoxy)-2-pyridyl]-1,2,4-triazol-3-yl]ethyl]-3-(2,2,2-trifluoroethoxy)-5-(trifluoromethyl)benzamide BrC=1N=C(N(N1)C1=NC=C(C=C1)OC(F)F)C(C)NC(C1=CC(=CC(=C1)C(F)(F)F)OCC(F)(F)F)=O